5-(3-(difluoromethoxy)phenyl)-N-(3-(piperidin-1-ylmethyl)-1,2,4-thiadiazol-5-yl)furan-3-carboxamide FC(OC=1C=C(C=CC1)C1=CC(=CO1)C(=O)NC1=NC(=NS1)CN1CCCCC1)F